((2S,3R,4R)-4-(4-(1,1-difluoroethyl)benzyl)-2-(3,4-dimethoxyphenyl)tetrahydrofuran-3-yl)methyl-2-methylbut-2-enoate FC(C)(F)C1=CC=C(C[C@@H]2[C@@H]([C@H](OC2)C2=CC(=C(C=C2)OC)OC)COC(C(=CC)C)=O)C=C1